C(C)(C)(C)OC(=O)N1CCC(CC1)(CNC1=NN2C(C=3OCCCC13)=NC(=C2C2=CC=NC=C2)C)F 4-Fluoro-4-[(2-methyl-3-pyridin-4-yl-7,8-dihydro-6H-9-oxa-1,3a,4-triaza-cyclopenta[a]naphthalen-5-ylamino)-methyl]-piperidine-1-carboxylic acid tert-butyl ester